2,8,8,11-Tetramethyl-5-pentyl-4H,8H-benzo[c][1,3]dioxino[4,5-f]chromen-4-on CC1OC(C=2C(=C3C4=C(C(OC3=CC2CCCCC)(C)C)C=CC(=C4)C)O1)=O